CN1C(=C(C2=C1N=CN=C2)C2=CC=C(C=C2)OC2=CC=CC=C2)C#CC2CN(C2)C2CCN(CC2)C(C=C)=O 1-(4-(3-((7-methyl-5-(4-phenoxyphenyl)-7H-pyrrolo[2,3-d]pyrimidin-6-yl)ethynyl)azetidin-1-yl)piperidin-1-yl)prop-2-en-1-one